tin nickel copper bismuth [Bi].[Cu].[Ni].[Sn]